4-((2S,4S,SR)-5-Ethyl-4-((5-isopropoxypyridin-2-yl)oxy)-2-methylpiperidin-1-yl)-1-methyl-2-oxo-1,2-dihydropyrido[3,2-d]pyrimidin-6-carbonitril C(C)[C@@H]1[C@H](C[C@@H](N(C1)C=1C2=C(N(C(N1)=O)C)C=CC(=N2)C#N)C)OC2=NC=C(C=C2)OC(C)C |&1:2|